[(6-chloro-5-fluoro-pyridine-3-carbonyl)amino]2,2-dimethylpropanoate ClC1=C(C=C(C=N1)C(=O)NCC(C(=O)[O-])(C)C)F